mercaptoethyltrimethyl-oxysilane SCC[Si](OC)(OC)OC